FC1=C(C=CC(=C1)SC)B1OC(C(O1)(C)C)(C)C 2-(2-fluoro-4-(methylthio)phenyl)-4,4,5,5-tetramethyl-1,3,2-dioxaborolane